C1(CCC1)C[C@H]1C(N[C@H](C(N[C@H](C(NCC(O[C@@H]([C@H](C(N([C@H](C(N1)=O)CC(C)C)C)=O)C)CCCCCCCCCC)=O)=O)CO)=O)CO)=O (6S,9S,12S,15S,18R,19R)-12-(cyclobutylmethyl)-19-decyl-6,9-bis(hydroxymethyl)-15-isobutyl-16,18-dimethyl-1-oxa-4,7,10,13,16-pentazacyclononadecane-2,5,8,11,14,17-hexone